ClC=1C=C(C=C(C1F)Cl)C1(CC(=NO1)N1CC2=C(C1)C=C(S2)C(=O)NOC(C)C)C(F)(F)F 5-(5-(3,5-dichloro-4-fluorophenyl)-5-(trifluoromethyl)-4,5-dihydroisoxazol-3-yl)-N-isopropoxy-5,6-dihydro-4H-thieno[2,3-c]pyrrole-2-carboxamide